9-(4,6-diphenyl-1,3,5-triazine-2-yl)-9'-phenyl-9H,9'H-3,3'-bicarbazole C1(=CC=CC=C1)C1=NC(=NC(=N1)C1=CC=CC=C1)N1C2=CC=CC=C2C=2C=C(C=CC12)C=1C=CC=2N(C3=CC=CC=C3C2C1)C1=CC=CC=C1